(R)-6-chloro-4-(cyclopropylethynyl)-7-(hydroxymethyl)-4-(trifluoromethyl)-3,4-dihydroquinazolin-2(1H)-one ClC=1C=C2[C@@](NC(NC2=CC1CO)=O)(C(F)(F)F)C#CC1CC1